((benzyloxy)methyl)-6-methylene-1,4-oxazepane-4-carboxylic acid tert-butyl ester C(C)(C)(C)OC(=O)N1CC(OCC(C1)=C)COCC1=CC=CC=C1